OC1=NOC=C1 3-hydroxy-1,2-oxazol